(benzyloxy)-4-bromo-5-ethyl-2-methoxybenzene C(C1=CC=CC=C1)OC1=C(C=C(C(=C1)CC)Br)OC